Isonicotinic acid 7-[4-(4-benzo[b]thiophen-4-ylpiperazin-1-yl)butoxy]-2-oxo-3,4-dihydro-2H-quinolin-1-ylmethyl ester S1C2=C(C=C1)C(=CC=C2)N2CCN(CC2)CCCCOC2=CC=C1CCC(N(C1=C2)COC(C2=CC=NC=C2)=O)=O